C1(CCCCC1)N1N=CC=2C1=NC(=NC2NC(=O)C=2SC(=CC2)[N+](=O)[O-])C=2C=NC(=CC2)C N-(1-cyclohexyl-6-(6-methylpyridin-3-yl)-1H-pyrazolo[3,4-d]pyrimidin-4-yl)-5-nitrothiophene-2-carboxamide